BrC[C@@H]1CCC(N1)=O (S)-5-Bromomethyl-2-pyrrolidinone